2-([1,1-biphenyl]-4-ylcarbamoyl)benzoic acid C1(=CC=C(C=C1)NC(=O)C1=C(C(=O)O)C=CC=C1)C1=CC=CC=C1